ClC=1N=CC=2C(=C(CCC2C1)C(=O)OC)O methyl 3-chloro-8-hydroxy-5,6-dihydroisoquinoline-7-carboxylate